C(C)S(=O)C=1OC2=C(C=C(C=C2C(C1)=O)C)C(C)NC1=C(C(=O)O)C=CC=C1 2-[1-(2-ethylsulfinyl-6-methyl-4-oxo-chromen-8-yl)ethylamino]Benzoic acid